C1(CC1)C1=C(C(=NO1)C1=C(C=CC=C1Cl)Cl)CO[C@H]1C[C@@H](N(CC1)C1=CC=C(C=C1)C1=NOC(N1)=O)C 3-(4-((2S,4R)-4-((5-cyclopropyl-3-(2,6-dichlorophenyl)isoxazol-4-yl)methoxy)-2-methylpiperidin-1-yl)phenyl)-1,2,4-oxadiazol-5(4H)-one